FC(C(C(F)(F)F)OC(=O)N1CCC2(CCCN2CC2=C(C=C(C=C2)C(F)(F)F)OC2CCN(CC2)C)CC1)(F)F.C(C)CC(=O)NC1=NC=CC(=C1F)I ethyl-N-(3-fluoro-4-iodopyridin-2-yl)acetamide 1,1,1,3,3,3-hexafluoropropan-2-yl-1-(2-(1-methylpiperidin-4-yloxy)-4-(trifluoromethyl)benzyl)-1,8-diazaspiro[4.5]decane-8-carboxylate